5-methylspiro[2.4]heptane CC1CC2(CC2)CC1